C(\C=C\C(=O)O[Si](C)(OC(/C=C/C(=O)OC)=O)OC(/C=C/C(=O)OC)=O)(=O)OC trimethyl (methylsilanetriyl) trifumarate